(E)-1-(4-Fluorophenyl)-3-(6-Fluoroquinolin-2-yl)prop-2-en-1-one FC1=CC=C(C=C1)C(\C=C\C1=NC2=CC=C(C=C2C=C1)F)=O